ethyl N-(3-methoxybenzyl)-P-(4-(5-(trifluoromethyl)-1,2,4-oxadiazol-3-yl)benzyl)phosphonamidate COC=1C=C(CNP(OCC)(=O)CC2=CC=C(C=C2)C2=NOC(=N2)C(F)(F)F)C=CC1